(S)-N'-((3-fluoro-6-(2-methoxypyridin-4-yl)-2-methylphenyl)carbamoyl)-6,6-dimethyl-6,7-dihydro-5H-pyrazolo[5,1-b][1,3]oxazine-3-sulfonimidamide FC=1C(=C(C(=CC1)C1=CC(=NC=C1)OC)NC(=O)N=[S@@](=O)(N)C=1C=NN2C1OCC(C2)(C)C)C